CC(CC(=O)N1CNC(CC1C(=O)NCC1=CC=C(C=C1)O)=O)(C)C 3-(3,3-dimethylbutyryl)-N-(4-hydroxybenzyl)-6-oxohexahydropyrimidine-4-carboxamide